CC1(OB(OC1(C)C)C=1C=CC=2N(C1)N=CN2)C 6-(4,4,5,5-tetramethyl-1,3,2-dioxaborolan-2-yl)-[1,2,4]triazolo[1,5-a]pyridine